Tert-butyl 6-((7-((1-(tert-butoxycarbonyl)-5-methyl-1H-pyrazol-3-yl) amino)-1,6-naphthyridin-5-yl) amino)-2-azaspiro[3.3]heptane-2-carboxylate C(C)(C)(C)OC(=O)N1N=C(C=C1C)NC1=NC(=C2C=CC=NC2=C1)NC1CC2(CN(C2)C(=O)OC(C)(C)C)C1